OCCOC1=C2C(C=C(NC2=CC=N1)C)=O 5-(2-hydroxyethoxy)-2-methyl-1,6-naphthyridin-4(1H)-one